Cl.Cl.Cl.N[C@H](C(=O)O)CC1=CC=C(C=C1)OCCCCN1CCC(CC1)=C1C2=C(CCC=3C1=NC=CC3)C=C(C=C2)Cl (S)-2-amino-3-(4-(4-(4-(8-chloro-5,6-dihydro-11H-benzo[5,6]cyclohepta[1,2-b]pyridin-11-ylidene)piperidin-1-yl)butoxy)phenyl)propionic acid trihydrochloride